4-bromo-2-(4,4-difluoropiperidin-1-yl)-3-fluoroaniline BrC1=C(C(=C(N)C=C1)N1CCC(CC1)(F)F)F